N-{(6R)-2-[6-(difluoromethyl)-4-(2,6-difluorophenyl)-1,2-benzoxazol-3-yl]-7,7-difluoro-3-oxo-2,5,6,7-tetrahydro-3H-pyrrolo[1,2-c]imidazol-6-yl}methanesulfonamide FC(C1=CC2=C(C(=NO2)N2C(N3C(=C2)C([C@@H](C3)NS(=O)(=O)C)(F)F)=O)C(=C1)C1=C(C=CC=C1F)F)F